(E)-2-(4-chlorophenyl)-3-[(2-methylprop-2-yl)oxycarbonyl-prop-2-ylamino]prop-2-enoic acid ClC1=CC=C(C=C1)/C(/C(=O)O)=C\N(C(C)C)C(=O)OC(C)(C)C